CN1C(C(=CC(=C1)B1OC(C(O1)(C)C)(C)C)NC1=NC=C(C=C1)N1C(CN(CC1)C1COC1)C)=O (3S)-1-Methyl-3-(5-(2-methyl-4-(oxetan-3-yl)piperazin-1-yl)-pyridin-2-ylamino)-5-(4,4,5,5-tetramethyl-1,3,2-dioxaborolan-2-yl)pyridin-2(1H)-one